tert-Butyl 4-(5-iodo-7H-pyrrolo[2,3-d]pyrimidin-4-yl)-5,6-dihydropyridine-1(2H)-carboxylate IC1=CNC=2N=CN=C(C21)C2=CCN(CC2)C(=O)OC(C)(C)C